C(C)OC(C(OC1=CC=C(C2=C1N=C(O2)N2CC1CCC(C2)N1C(=O)OC(C)(C)C)C1=NC=CC=C1)(F)F)=O tert-Butyl 3-(4-(2-ethoxy-1,1-difluoro-2-oxoethoxy)-7-(pyridin-2-yl)benzo[d]oxazol-2-yl)-3,8-diazabicyclo[3.2.1]octane-8-carboxylate